FC1=C(OC2=C(C(=C(C=C2)NC(=O)C2=NC(=CN=C2)C2=CN=NC=C2)N(CCNC)C)C(F)(F)F)C=CC=C1 N-(4-(2-fluorophenoxy)-2-(methyl(2-(methylamino)ethyl)amino)-3-(trifluoromethyl)phenyl)-6-(pyridazin-4-yl)pyrazine-2-carboxamide